OCCC=1NC2=CC(=CC=C2C1)C1=NC2=CC(=CC(=C2C(N1)=O)OC)OC 2-[2-(2-hydroxyethyl)-1H-indol-6-yl]-5,7-dimethoxy-3H-quinazolin-4-one